N-[4-(11,12-Didehydrodibenzo[b,f]azocin-5(6H)-yl)-4-oxobutanoyl]glycylglycyl-L-phenylalanyl-N-({2-[(2,5-dioxopyrrolidin-1-yl)oxy]-2-oxoethoxy}methyl)glycinamide C1=CC=CC=2N(CC3=C(C#CC21)C=CC=C3)C(CCC(=O)NCC(=O)NCC(=O)N[C@@H](CC3=CC=CC=C3)C(=O)NCC(=O)NCOCC(=O)ON3C(CCC3=O)=O)=O